ClC=1C=C(OCC=2N=NN(C2)[C@H](C(=O)N2[C@@H](C[C@H](C2)O)C(=O)NC)C(C)(C)C)C=CC1 (2S,4r)-1-[(2S)-2-[4-[(3-chlorophenoxy)methyl]triazol-1-yl]-3,3-dimethyl-butyryl]-4-hydroxy-N-methyl-pyrrolidine-2-carboxamide